COCCN1C(CC2=CC(=CC=C12)[N+](=O)[O-])=O 1-(2-methoxyethyl)-5-nitroindolin-2-one